CN(CCOC=1C=C2CCN(CC2=CC1)C(=O)OC(C)(C)C)C tert-butyl 6-(2-(dimethylamino)ethoxy)-3,4-dihydroisoquinoline-2(1H)-carboxylate